OC1=C(C(=O)C2=C(C=C(C=C2)OC(C)(C)C)O)C=CC(=C1)OCC 2,2'-dihydroxy-4-ethoxy-4'-tert-butoxybenzophenone